CP(=O)(C)C1=C(C=CC(=C1)F)NC1=NC=NC=C1C(F)(F)F 4-((2-(dimethylphosphoryl)-4-fluorophenyl)amino)-5-(trifluoromethyl)pyrimidine